C1CCC2=C(C=3CCCC3C=C12)NC(=O)NS(=O)(=O)C1=NN(C=C1)CCC(CB1OC(C(O1)(C)C)(C)C)C N-((1,2,3,5,6,7-hexahydro-s-indacen-4-yl)carbamoyl)-1-(3-methyl-4-(4,4,5,5-tetramethyl-1,3,2-dioxaborolan-2-yl)butyl)-1H-pyrazole-3-sulfonamide